FC=1C=C2C(C(=CN(C2=CC1N1[C@H](CCC1)COC1=NC=CC=C1)C1CC(C1)CO)C(=O)O)=O (R)-6-fluoro-1-(3-(hydroxymethyl)cyclobutyl)-4-oxo-7-(2-((pyridin-2-yloxy)methyl)pyrrolidin-1-yl)-1,4-dihydroquinoline-3-carboxylic acid